C(C)OC(=O)C=1C(=C2C(=NC=CC2)N1)N 3-amino-4H-pyrrolo[2,3-b]pyridine-2-carboxylic acid ethyl ester